4-(2-(1,1-dioxidoisothiazolidin-2-yl)ethyl)-N-hydroxy-3-oxo-3,4-dihydro-2H-benzo[b][1,4]oxazine-6-carboxamide O=S1(N(CCC1)CCN1C2=C(OCC1=O)C=CC(=C2)C(=O)NO)=O